FC(C1=NN=C(S1)N1C(N(C2=C1C=C(C=C2N2C[C@H](N(CC2)C(C(C)C)=O)C)S(=O)(=O)NC2(COC2)CF)C)=O)F 1-[5-(difluoromethyl)-1,3,4-thiadiazol-2-yl]-6-[3-(fluoromethyl)-3-oxetanylaminosulfonyl]-4-[(R)-4-isobutyryl-3-methyl-1-piperazinyl]-3-methyl-1,3-dihydro-2H-1,3-benzimidazol-2-one